(1R)-1-[(3S,4S)-1-{[(4S)-2,2-dimethyl-1,3-dioxolan-4-yl]carbonyl}-4-(4-methoxy-3-{[1-pyridin-2-yl-azetidin-3-yl]oxy}phenyl)-3-methylpyrrolidin-3-yl]ethanol CC1(OC[C@H](O1)C(=O)N1C[C@@]([C@@H](C1)C1=CC(=C(C=C1)OC)OC1CN(C1)C1=NC=CC=C1)(C)[C@@H](C)O)C